Cl.N[C@@H](CC(C)C)C(=O)OCC ethyl leucinate hydrochloride